N-[(3S)-9-fluoro-2-oxo-5-phenyl-1,3-dihydro-1,4-benzodiazepin-3-yl]-2-phenyl-6-(trideuteriometh-oxy)imidazo[1,2-b]pyridazine-3-carboxamide FC1=CC=CC=2C(=N[C@@H](C(NC21)=O)NC(=O)C2=C(N=C1N2N=C(C=C1)OC([2H])([2H])[2H])C1=CC=CC=C1)C1=CC=CC=C1